(2S,4R)-1-[(2S)-2-(4-cyclopropyltriazol-1-yl)-3,3-dimethyl-butanoyl]-4-hydroxy-N-[[1-(4-methoxy-2-pyridyl)cyclohexyl]methyl]pyrrolidine-2-carboxamide C1(CC1)C=1N=NN(C1)[C@H](C(=O)N1[C@@H](C[C@H](C1)O)C(=O)NCC1(CCCCC1)C1=NC=CC(=C1)OC)C(C)(C)C